C(CCC)C(CNC(CCCC(=O)OCC(COC(CCCC(=O)NCC(CCCCCC)CCCC)=O)(NC(CCN1CCCCC1)=O)COC(CCCC(=O)NCC(CCCCCC)CCCC)=O)=O)CCCCCC 2-(((5-((2-butyloctyl)amino)-5-oxopentanoyl)oxy)methyl)-2-(3-(piperidin-1-yl)propanamido)propane-1,3-diyl bis(5-((2-butyloctyl)amino)-5-oxopentanoate)